C(C1=CC=CC=C1)SC1=C(C=C(C=C1)NC([C@H](CC1=CC=CC=C1)N(C(C1=CC=C(C=C1)F)=O)C)=O)OC (S)-N-(1-(4-(benzylthio)-3-methoxyphenylamino)-1-oxo-3-phenylpropan-2-yl)-4-fluoro-N-methylbenzamide